1-[2-[[8-(7-azabicyclo[2.2.1]heptan-7-yl)-6-(oxetan-3-yl)pyrido[3,4-d]pyrimidin-2-yl]amino]-7,8-dihydro-5H-1,6-naphthyridin-6-yl]-2-pyrrolidin-1-yl-ethanone C12CCC(CC1)N2C2=NC(=CC1=C2N=C(N=C1)NC1=NC=2CCN(CC2C=C1)C(CN1CCCC1)=O)C1COC1